ClC=1C=CC(=C(C1)C=1NC2=C(N1)C=CC=C2)O 2-(5-chloro-2-hydroxyphenyl)benzimidazole